BrC1=C(C=C(C=C1Br)C(C)(C)C)N(C1=CC=C(C=C1)C(C)(C)C)C1=CC=C(C=C1)C(C)(C)C 2,3-Dibromo-5-(1,1-dimethylethyl)-N,N-bis[4-(1,1-dimethylethyl)phenyl]benzenamine